2-(4-Aminomethyl-piperidin-1-yl)-pyrimidine-5-carboxylic acid methyl ester hydrochloride Cl.COC(=O)C=1C=NC(=NC1)N1CCC(CC1)CN